C1(CC1)C1=C(C(=NO1)C1=C(C=CC=C1Cl)Cl)COC1C[C@H]2CC[C@@H](C1)N2C2=NOC(=N2)C2(CC(C(=O)O)=CC=C2)F 3-((1R,3r,5S)-(3-((5-cyclopropyl-3-(2,6-dichlorophenyl)isoxazol-4-yl)methoxy)-8-azabicyclo[3.2.1]octan-8-yl)-1,2,4-oxadiazol-5-yl)-3-fluorobenzoic acid